ClC=1C=C(C=CC1F)C(C(=O)[O-])CNC 2-(3-chloro-4-fluorophenyl)-3-(methylamino)propionate